6-allyl-7-(1-acetyl-2-hydroxy-1-propenyl)-1-benzenesulfonyl-2,3,4,5-tetrahydro-1H-azepine C(C=C)C=1CCCCN(C1C(=C(C)O)C(C)=O)S(=O)(=O)C1=CC=CC=C1